2-amino-3-methyl-N-((1-oxo-2,3-dihydro-1H-isoindol-5-yl)methyl)-N-((5-(trifluoromethyl)-2-pyridinyl)methyl)-6-quinolinecarboxamide NC1=NC2=CC=C(C=C2C=C1C)C(=O)N(CC1=NC=C(C=C1)C(F)(F)F)CC=1C=C2CNC(C2=CC1)=O